(R)-N-((R)-1-(5-fluoro-2-methoxyphenyl)-3-buten-1-yl)-2-methylpropane-2-sulfinamide FC=1C=CC(=C(C1)[C@@H](CC=C)N[S@](=O)C(C)(C)C)OC